tert-butyl (2,2-difluoro-[1,3]dioxolo[4,5-b]pyridin-6-yl)carbamate FC1(OC=2C(=NC=C(C2)NC(OC(C)(C)C)=O)O1)F